ethyl 3-[(tetralin-5-carbonylamino)methyl]-4,5-dihydroisoxazole-5-carboxylate C1CCCC=2C(=CC=CC12)C(=O)NCC1=NOC(C1)C(=O)OCC